COC1=CC=C(COC(=O)ON=C(C#N)C2=CC=CC=C2)C=C1 2-(4-methoxybenzyloxycarbonyloxyimino)-2-phenylacetonitrile